5-(4-(((R)-3-(4-(4-amino-3-(4-phenoxyphenyl)-1H-pyrazolo[3,4-d]pyrimidin-1-yl)piperidin-1-yl)pyrrolidin-1-yl)methyl)piperidin-1-yl)-2-(2,6-dioxopiperidin-3-yl)isoindoline-1,3-dione NC1=C2C(=NC=N1)N(N=C2C2=CC=C(C=C2)OC2=CC=CC=C2)C2CCN(CC2)[C@H]2CN(CC2)CC2CCN(CC2)C=2C=C1C(N(C(C1=CC2)=O)C2C(NC(CC2)=O)=O)=O